C(C)(C)N1N=C(C=C1)C=1C(=C(C=CC1)S)Cl (1-isopropyl-1H-pyrazol-3-yl)-2-chloro-thiophenol